[Br-].C(CCCCCCCCCCCCC)(=O)OCC(C[N+](CCO)(C)C)OC(CCCCCCCCCCCCC)=O N-(1,2-dimyristoyloxy-prop-3-yl)-N,N-dimethyl-N-hydroxyethylammonium bromide